BrC1=CC(=C(C=C1)S(=O)(=O)C1OC2=C(NC1)C(=CC=C2)C)C (4-bromo-2-methyl-phenyl)sulfonyl-5-methyl-2,3-dihydro-1,4-benzoxazine